C12(CC3CC(CC(C1)C3)C2)CC(=O)N2CCN(CC2)C2=CC(=C(C=C2)NC=2N=CC3=C(N2)N(C(C=C3C)=O)C=3C=C(C=CC3)NC(=O)C3CC3)OC N-(3-(2-((4-(4-(2-((3R,5R,7R)-adamantan-1-yl)acetyl)piperazin-1-yl)-2-Methoxyphenyl)amino)-5-methyl-7-oxopyrido[2,3-d]pyrimidin-8(7H)-yl)phenyl)cyclopropanecarboxamide